N[C@@H](C(=O)NC=1C=C2C(=C(NC2=CC1)C1=CC(=C(C=C1)OC)OC)C(C)C)CCC(=O)N (R)-2-amino-N1-(2-(3,4-dimethoxyphenyl)-3-isopropyl-1H-indol-5-yl)glutaramide